BrC1=CC=C(C=C1)S(=O)(=O)C=1C=C(C(=O)O)C=C(C1)Cl 3-(4-bromophenyl)sulfonyl-5-chloro-benzoic acid